COC1=C2C=C(NC2=CC=C1)C(=O)N1C(C2C(C1)CCC2)C(=O)O 2-(4-methoxy-1H-indole-2-carbonyl)octahydrocyclopenta[c]pyrrole-1-carboxylic acid